C(C1=CC=CC=C1)[C@H](C(=O)O)CC(=O)N1C[C@H]2CCCC[C@H]2C1 (2S)-2-benzyl-4-[(3aR,7aS)-octahydro-2H-isoindol-2-yl]-4-oxobutanoic acid